ClC1=C(C=CC=C1)C1=C2N(C(=NC1)NC)C=CC(=C2)C(F)(F)F 4-(2-chlorophenyl)-1-(methylamino)-6-(trifluoromethyl)-3H-pyrido[1,2-c]pyrimidine